silver-indium-cadmium [Cd].[In].[Ag]